(1S,3'R,4'S,5'S,6'R)-3',4',5'-trihydroxy-6-(4-methoxyphenyl)-6'-methyl-3',4',5'-trihydroxy-6'-methyl-3',4',5',6'-tetrahydro-3H-spiro[isobenzofuran-1,2'-pyran]-5-nitrile OC1([C@]2(OC(C(C1(O)O)(O)O)(C)C)OCC1=CC(=C(C=C12)C1=CC=C(C=C1)OC)C#N)O